ClCC1=NSC(=N1)NC(=O)C=1OC(=C(C1)C1=CC(=CC=C1)OC)C N-(3-(chloromethyl)-1,2,4-thiadiazol-5-yl)-5-methyl-4-(3-methoxyphenyl)furan-2-carboxamide